C(C)(C)(C)C1=C(C=CC=C1)N=C=O 2-tertiary butyl-phenyl isocyanate